C(=O)(O)CC=1C(=C(C(=O)NC2=CC=C(C=C2)CC(=O)O)C=C(C1)O)O (4-(3-(carboxymethyl)-2,5-dihydroxybenzamido)phenyl)acetic acid